(3R,4S)-3-Cyclopropyl-4-methyl-1-(6-(1-methyl-1H-pyrazol-4-yl)benzo[c]isothiazol-4-yl)-2-oxopyrrolidine-3-carbonitrile C1(CC1)[C@]1(C(N(C[C@H]1C)C1=CC(=CC2=NSC=C21)C=2C=NN(C2)C)=O)C#N